2-n-butyl-2-isobutyl-1,3-dimethoxypropane C(CCC)C(COC)(COC)CC(C)C